ClC1=CC=C(C=C1)C1(CN(CCO1)C(=O)[C@H]1N(CCC1)C([C@H](C(C)(C)C)NC(=O)C1=CC2=C(S1)C=CC(=C2)C(F)(F)P(O)(O)=O)=O)C ((2-(((2S)-1-((2S)-2-(2-(4-chlorophenyl)-2-methylmorpholine-4-carbonyl)pyrrolidin-1-yl)-3,3-dimethyl-1-oxobutan-2-yl)carbamoyl)benzo[b]thiophen-5-yl)difluoromethyl)phosphonic acid